1-(3-bromophenyl)-3-(1,3-dithian-2-yl)-4-phenyl-1H-pyrazole BrC=1C=C(C=CC1)N1N=C(C(=C1)C1=CC=CC=C1)C1SCCCS1